5-[(3-Ethyl-phenoxyethylthio)methyl]oxazol-2(3H)-thione C(C)C=1C=C(OCCSCC2=CNC(O2)=S)C=CC1